2-((1R,3s,5S)-3-(methylamino)-9-azabicyclo[3.3.1]nonan-9-yl)-1-(pyrrolidin-1-yl)ethan-1-one CNC1C[C@H]2CCC[C@@H](C1)N2CC(=O)N2CCCC2